N-(Cyanomethyl)-1-(2-((4-(4-methylpiperazin-1-yl)phenyl)amino)pyrimidin-4-yl)-1H-pyrrole-3-carboxamide C(#N)CNC(=O)C1=CN(C=C1)C1=NC(=NC=C1)NC1=CC=C(C=C1)N1CCN(CC1)C